(((1-methyl-1H-pyrazol-3-yl)methyl)sulfonyl)benzoic acid CN1N=C(C=C1)CS(=O)(=O)C1=C(C(=O)O)C=CC=C1